4-cyano-N-[2-(4,4-dimethylcyclohexen-1-yl)-6-[1,5-dimethyl-9-oxatricyclo[3.3.1.02,4]non-6-en-7-yl]-3-pyridyl]-1-(2-trimethylsilylethoxymethyl)imidazole-2-carboxamide C(#N)C=1N=C(N(C1)COCC[Si](C)(C)C)C(=O)NC=1C(=NC(=CC1)C1=CC2(C3CC3C(C1)(O2)C)C)C2=CCC(CC2)(C)C